C(#N)/C(/C(=O)NC[C@H]1OC([C@@H]([C@H]([C@@H]1O)O)O)O)=C/C1=CC2=CC=C(C=C2C=C1)N1CCCCC1 (Z)-2-cyano-3-(6-(piperidin-1-yl)naphthalen-2-yl)-N-(((2r,3s,4s,5r)-3,4,5,6-tetrahydroxy-tetrahydro-2H-pyran-2-yl)methyl)acrylamide